NC1=NC=C(C=C1OC(C)C1=C(C#N)C=CC=C1)B1OC(C(O1)(C)C)(C)C 2-(1-{[2-amino-5-(4,4,5,5-tetramethyl-1,3,2-dioxaborolan-2-yl)pyridin-3-yl]oxy}ethyl)benzonitrile